C(CCCCCC(=O)OCCCCCCCC(C)C)(=O)OCCCCCCCC(C)C diisodecyl heptanediate